OCC1CN(CCC1O)C=1C=CC=2C(=NC(=CN2)NCC2=C3C(=CNC3=C(C=C2)OC)C)N1 3-(hydroxymethyl)-1-(3-{[(7-methoxy-3-methyl-1H-indol-4-yl)methyl]amino}pyrido[2,3-b]pyrazin-6-yl)piperidin-4-ol